iridium-nickel-oxide [Ni]=O.[Ir]